1-{5-acetyl-hexahydro-2H-furo[2,3-c]pyrrole-2-carbonyl}-4-fluoro-N-{phenyl[4-(propan-2-yl)phenyl]methyl}pyrrolidine-2-carboxamide C(C)(=O)N1CC2C(C1)CC(O2)C(=O)N2C(CC(C2)F)C(=O)NC(C2=CC=C(C=C2)C(C)C)C2=CC=CC=C2